NC1=NN2C(C=CC(=C2)C=2C=C(C(=NC2)C)NC(=O)N2OCC[C@@H]2C=2C=NC=C(C2)F)=N1 (R)-N-(5-(2-amino-[1,2,4]triazolo[1,5-a]pyridin-6-yl)-2-methylpyridin-3-yl)-3-(5-fluoropyridin-3-yl)isoxazolidine-2-carboxamide